C(C)(C)(C)OC(CCC(C(=O)N)N1C(C2=CC=C(C=C2C1)C1=NC=CC(=C1C)CCl)=O)=O.C(C#C)NC1=C(C(=O)N)C=CC=C1 2-(prop-2-yn-1-ylamino)benzamide tert-butyl-5-amino-4-(5-(4-(chloromethyl)-3-methylpyridin-2-yl)-1-oxoisoindolin-2-yl)-5-oxopentanoate